ClC1=C(N=NC(=C1)C=1C(=NC(=NC1)OC)OC)C#N 4-chloro-6-(2,4-dimethoxypyrimidin-5-yl)pyridazine-3-carbonitrile